imino-1-n-butyl-lithium N=CCCC[Li]